FC=1C(=NC(=NC1)C1CC1)C 2-(5-fluoro-4-methylpyrimidin-2-yl)cyclopropane